N-[(4-bromo-2-methoxy-phenyl)methyl]-2-methoxy-benzamide BrC1=CC(=C(C=C1)CNC(C1=C(C=CC=C1)OC)=O)OC